11-(3-bromo-1H-1,2,4-triazol-5-yl)-12-(1H-imidazol-5-yl)-6-oxa-1,8,10-triazatricyclo[7.3.0.03,7]dodeca-2,7,9,11-tetraene BrC1=NNC(=N1)C=1N=C2N=C3OCCC3=CN2C1C1=CN=CN1